5-bromo-1-(2,6-difluorobenzyl)-4-(2-((1,1-difluoropropane-2-yl)amino)ethyl)-1H-pyrazole-3-carboxylic acid BrC1=C(C(=NN1CC1=C(C=CC=C1F)F)C(=O)O)CCNC(C(F)F)C